C(CCCCCCCCCCC)OS(=O)(=O)C=1C(=CC=CC1)S(=O)(=O)[O-].[Rb+].NC1=NN(C2=NC(=CC=C21)C2CC2)C(=O)C2=C(N=NC=C2)C (3-amino-6-cyclopropyl-1H-pyrazolo[3,4-b]pyridin-1-yl)(3-methylpyridazin-4-yl)methanone rubidium dodecyl-benzenedisulfonate